1,4-dioxo-8,11-dioxa-2,5-diazatridecan-13-oate O=CNCC(NCCOCCOCC(=O)[O-])=O